2-amino-N-(4-(6-fluoropyridin-2-yl)thiazol-2-yl)acetamide hydrochloride Cl.NCC(=O)NC=1SC=C(N1)C1=NC(=CC=C1)F